ethyl (4-bromo-2-cyano-6-iodophenyl)carbamate BrC1=CC(=C(C(=C1)I)NC(OCC)=O)C#N